N-[6-(5-Chloro-2-Fluorophenyl)Pyridazin-4-yl]-7-[2-(3-Methyl-1,3-Diazinan-1-yl)Ethoxy]Quinolin-4-Amin ClC=1C=CC(=C(C1)C1=CC(=CN=N1)NC1=CC=NC2=CC(=CC=C12)OCCN1CN(CCC1)C)F